tert-butyl (2S)-2-[({4-[3-(3-chloro-5-fluoro-2-methoxyanilino)-4-oxo-4,5,6,7-tetrahydro-1H-pyrrolo[3,2-c]pyridin-2-yl]pyridin-3-yl}oxy)methyl]morpholine-4-carboxylate ClC=1C(=C(NC2=C(NC3=C2C(NCC3)=O)C3=C(C=NC=C3)OC[C@@H]3CN(CCO3)C(=O)OC(C)(C)C)C=C(C1)F)OC